ClC1=NC(=C(C(=N1)C(=C)OCC)Cl)C 2,5-dichloro-4-(1-ethoxyvinyl)-6-methylpyrimidine